5-(1-((5-methoxy-7-methyl-1-tosyl-1H-indol-4-yl)methyl)-4-(2,2,3,3-tetrafluoropropyl)piperazin-2-yl)-1H-indazole COC=1C(=C2C=CN(C2=C(C1)C)S(=O)(=O)C1=CC=C(C)C=C1)CN1C(CN(CC1)CC(C(F)F)(F)F)C=1C=C2C=NNC2=CC1